C(C)N(C(CCCCN(CCCCCCCC(=O)OC(CCCCCCCC)CCCCCCCC)CCCCCCCC(=O)OCCCCCCCCC)=O)CCN(C(CCCCN(CCCCCCCC(=O)OC(CCCCCCCC)CCCCCCCC)CCCCCCCC(OCCCCCCCCC)=O)=O)CC Di(heptadecan-9-yl) 15,18-diethyl-9,24-bis(8-(nonyloxy)-8-oxooctyl)-14,19-dioxo-9,15,18,24-tetraazadotriacontanedioate